9-Cyclobutyl-6-[[(E)-(1-Hydroxy-3H-2,1-benzoxaborol-5-yl)methylenamino]-methyl-amino]-7H-purin-8-on C1(CCC1)N1C2=NC=NC(=C2NC1=O)N(C)/N=C/C=1C=CC2=C(COB2O)C1